[NH+]1=CC=CC=C1.N1C(=CC2=CC=CC=C12)S(=O)(=O)[O-] 1H-indole-sulfonate pyridinium salt